C=CC(=O)OCCCCCCOC1=CC=C(C=C1)C2=CC=C(C=C2)C#N 4-[(6-acryloyloxy)hexyloxy]-4'-cyanobiphenyl